2-amino-4-(5,6-dichloro-1H-indol-3-yl)pyrimidine NC1=NC=CC(=N1)C1=CNC2=CC(=C(C=C12)Cl)Cl